FC(C=1C=C(CC2=C(C(=O)N)C=CC(=C2)OC2=CC=CC=C2)C=CC1)(F)F (3-(trifluoromethyl)benzyl)-4-phenoxybenzamide